C(#N)CCNC(C1=NC(=C(C=C1)N1CCN(CC1)CC1=CC=2C3=C(N(C(NC3=C1)=O)CC)N=CN2)C)=O N-(2-cyanoethyl)-5-(4-((3-ethyl-2-oxo-2,3-dihydro-1H-pyrimido[4,5,6-de]quinazolin-8-yl)methyl)piperazin-1-yl)-6-methylpicolinamide